FC1=C(C=C(C=C1)NC(C=C)=O)NC1=NC(=NC=C1C1CN(CC1)C)NC=1C=NN(C1)C N-(4-fluoro-3-((2-((1-methyl-1H-pyrazol-4-yl)amino)-5-(1-methylpyrrolidin-3-yl)pyrimidin-4-yl)amino)phenyl)acrylamide